rac-5-[(3aR,6aR)-5-[1-(2,2-difluoroethyl)-1H-pyrazolo[3,4-b]pyrazin-6-yl]-octahydropyrrolo[3,4-c]pyrrol-2-yl]-2-(trifluoromethyl)pyridine FC(CN1N=CC=2C1=NC(=CN2)N2C[C@@H]1[C@@H](C2)CN(C1)C=1C=CC(=NC1)C(F)(F)F)F |r|